FC=1C=C(C=CC1)C(C)N1N=CC(=C1)C1=NC=2N3C(N(C(C2N1)=O)CCC)=NC=C3 2-[1-[1-(3-fluorophenyl)ethyl]pyrazol-4-yl]-5-propyl-3H-imidazo[2,1-b]purin-4-one